4-((4-fluorobenzyl)amino)-((4-oxobutyl)amino)-3-(oxetan-3-ylmethoxy)-5-aminobenzamide FC1=CC=C(CNC2=C(C(=C(C(=O)N)C=C2N)NCCCC=O)OCC2COC2)C=C1